4-[5-(1-hydroxyethyl)-2-[6-(2-morpholin-4-ylethoxy)pyrazolo[1,5-a]pyridin-3-yl]-1,3-thiazol-4-yl]-1-(2,2,2-trifluoroethyl)pyridin-2-one OC(C)C1=C(N=C(S1)C=1C=NN2C1C=CC(=C2)OCCN2CCOCC2)C2=CC(N(C=C2)CC(F)(F)F)=O